7-{1-[4-(1-Benzylpiperidin-4-yl)phenyl]piperidin-3-yl}-4-chloro-1H-indole-3-carbonitrile C(C1=CC=CC=C1)N1CCC(CC1)C1=CC=C(C=C1)N1CC(CCC1)C=1C=CC(=C2C(=CNC12)C#N)Cl